N-(4-(4-(3-carbamoylcyclobutane-1-carbonyl)piperazine-1-carbonyl)-3-chlorophenyl)-5-(2,3-difluoro-4-methoxyphenyl)-1-methyl-1H-imidazole-2-carboxamide C(N)(=O)C1CC(C1)C(=O)N1CCN(CC1)C(=O)C1=C(C=C(C=C1)NC(=O)C=1N(C(=CN1)C1=C(C(=C(C=C1)OC)F)F)C)Cl